N-(5-methylpyrimidin-2-yl)-2-[1',1'-difluoro-6-(1-fluorocyclopropyl)-1-oxospiro[3H-isoquinoline-4,2'-cyclopropane]-2-yl]acetamide CC=1C=NC(=NC1)NC(CN1C(C2=CC=C(C=C2C2(C(C2)(F)F)C1)C1(CC1)F)=O)=O